2-(3-methoxypropoxy)-3-methylaniline COCCCOC1=C(N)C=CC=C1C